C(C)N1C(=NC2=CC=C(C=C2C1=O)F)[C@@H](CCC)N1CCN[C@H](CC1)C 3-ethyl-6-fluoro-2-((R)-1-((S)-5-methyl-1,4-diazepan-1-yl)butyl)quinazolin-4(3H)-one